ethyl ortho-anisate C(C=1C(=CC=CC1)OC)(=O)OCC